N-(3-methoxy-1-methyl-1H-pyrazol-4-yl)-5-methyl-4-(7-nitro-1H-indol-3-yl)pyrimidin-2-amine COC1=NN(C=C1NC1=NC=C(C(=N1)C1=CNC2=C(C=CC=C12)[N+](=O)[O-])C)C